C(C)(C)(C)OC(=O)N([C@@H](C)C(=O)OCC1=CC=CC=C1)S(=O)(=O)Cl benzyl (tert-butoxycarbonyl)(chlorosulfonyl)-L-alaninate